3-(2-(4-(5-(difluoromethyl)-1,3,4-oxadiazol-2-yl)-2-fluorobenzyl)-2H-tetrazol-5-yl)benzamide FC(C1=NN=C(O1)C1=CC(=C(CN2N=C(N=N2)C=2C=C(C(=O)N)C=CC2)C=C1)F)F